CNC(=O)C1N(CC1)C(C1=CC=CC=C1)(C1=CC=CC=C1)C1=CC=CC=C1 N-methyl-1-tritylazetidine-2-carboxamide